Trilaurylphosphat C(CCCCCCCCCCC)OP(=O)(OCCCCCCCCCCCC)OCCCCCCCCCCCC